Pentacosanal C(CCCCCCCCCCCCCCCCCCCCCCCC)=O